2-(1-benzylpiperidin-4-yl)ethyl 4-[3-(trifluoromethoxy)phenyl]piperazine-1-carboxylate FC(OC=1C=C(C=CC1)N1CCN(CC1)C(=O)OCCC1CCN(CC1)CC1=CC=CC=C1)(F)F